C[C@@H]1N(CC1)C=1N=C(C2=C(N1)CCC2)C2=CC=NC=C2 (S)-2-(2-methylazetidin-1-yl)-4-(pyridin-4-yl)-6,7-dihydro-5H-cyclopenta[d]pyrimidine